(Z)-4-(((3-aminobut-2-enoyl)oxy)methyl)benzoic acid tert-butyl ester C(C)(C)(C)OC(C1=CC=C(C=C1)COC(\C=C(\C)/N)=O)=O